4-(2-(2-(tert-butyldimethylsilyl)ethynyl)-5-chlorophenyl)-6-methyl-pyridine-3-carboxylic acid methyl ester COC(=O)C=1C=NC(=CC1C1=C(C=CC(=C1)Cl)C#C[Si](C)(C)C(C)(C)C)C